2-Cyclohexanoyloxy-6-methylnicotinic acid C1(CCCCC1)C(=O)OC1=C(C(=O)O)C=CC(=N1)C